5-(4-(3-amino-5-ethynylpyridin-4-yl)-2-chloro-5-fluorobenzamido)-3-chloro-N-((5-methyl-1,3,4-oxadiazol-2-yl)methyl)picolinamide NC=1C=NC=C(C1C1=CC(=C(C(=O)NC=2C=C(C(=NC2)C(=O)NCC=2OC(=NN2)C)Cl)C=C1F)Cl)C#C